5-chloro-7-(1-methyl-1H-pyrazol-4-yl)-[1,2,4]triazolo[4,3-a]pyridine ClC1=CC(=CC=2N1C=NN2)C=2C=NN(C2)C